3,5-diphenylbromobenzene C1=CC=C(C=C1)C2=CC(=CC(=C2)Br)C3=CC=CC=C3